C(CC)/C(=C(/C(=O)O)\CCC)/C(=O)O.C(CCC)/C(=C(/C(=O)O)\CCCC)/C(=O)O.FC(C)(F)C=1C=CC=2N(C1)C(=C(N2)N2C(C1=CC(=CC=C1C2)OC(F)(F)F)=O)S(=O)(=O)CC 2-[6-(1,1-difluoroethyl)-3-ethylsulfonyl-imidazo[1,2-a]pyridin-2-yl]-6-(trifluoromethoxy)isoindolin-1-one dibutyl-maleate dipropyl-maleate